C(CCC)C(CC)(C)OC(CC)(C)CCCC 3-butyl-3-butyl ether